3-hydroxy-3-(1-methyl-2-oxo-1,2-dihydropyridin-4-yl)pyrrolidine-1-carboxylic acid tert-butyl ester C(C)(C)(C)OC(=O)N1CC(CC1)(C1=CC(N(C=C1)C)=O)O